OC(C)C=1C(=NC(=CC1)N1C=NC2=C1C=C(C(=C2)OCCN2CCOCC2)NC=2C=NC(=CC2)C)N2N=C(C=C2C)C#N 1-[3-(1-hydroxyethyl)-6-[6-[(6-methyl-3-pyridyl)amino]-5-(2-morpholinoethoxy)benzimidazol-1-yl]-2-pyridyl]-5-methyl-pyrazole-3-carbonitrile